1-tert-butyl-3-[4-(difluoromethanesulfonamido)-3-[(4-fluorophenyl)methoxy]phenyl]-5-{[5-(trifluoromethyl)pyrazin-2-yl]amino}-1H-pyrazole C(C)(C)(C)N1N=C(C=C1NC1=NC=C(N=C1)C(F)(F)F)C1=CC(=C(C=C1)NS(=O)(=O)C(F)F)OCC1=CC=C(C=C1)F